BrCC=1C=CC(=NC1)SC1CCN(CC1)C1=C(C=C(C#N)C=C1)F 4-(4-((5-(bromomethyl)pyridin-2-yl)thio)piperidin-1-yl)-3-fluorobenzonitrile